ClC1=CC=C2C(=N1)N=C(O2)N2CCN(CC2)C(=O)C2=CC=C(C=C2)C2=NOC(=N2)C=C(C)C [4-(5-chlorooxazolo[4,5-b]pyridin-2-yl)piperazin-1-yl]-[4-[5-(2-methylprop-1-enyl)-1,2,4-oxadiazol-3-yl]phenyl]methanone